ClC1=CC2=C(C(=N1)I)N(C(N2C)=O)C 6-Chloro-4-iodo-1,3-dimethyl-1,3-dihydro-2H-imidazo[4,5-c]pyridin-2-one